C(CCCCCCCCCCCCCCC)(=O)OCC1=C(C(=O)OC[C@]2(O[C@H](C[C@@H]2O)N2C3=NC(=NC(=C3N=C2)NC(CC(C)(C)C2=C(C=C(C=C2C)C)OC(C)=O)=O)Cl)C#C)C=CC=C1 ((2R,3S,5R)-5-(6-(3-(2-acetoxy-4,6-dimethylphenyl)-3-methylbutanamido)-2-chloro-9H-purin-9-yl)-2-ethynyl-3-hydroxytetrahydrofuran-2-yl)methyl 2-((palmitoyloxy)methyl)benzoate